ClCCCC(C(=O)NC=1C=CC=C2C=CC=NC12)C=C 5-chloro-N-(quinolin-8-yl)-2-vinylvaleramide